(Z)-6-bromo-3-(methoxy(phenyl)-methylene)indolin-2-one BrC1=CC=C2/C(/C(NC2=C1)=O)=C(\C1=CC=CC=C1)/OC